CCCCC(C1=CC=C(C=C1)C)=O methyl-4-oxo-4-(p-tolyl)butan